C(C1=CC=CC=C1)OC1=CC=C(C(=C1N1CC2(C1)CCN(CC2)C(=O)O)Cl)Cl 2-(6-(benzyloxy)-2,3-dichlorophenyl)-2,7-diazaspiro[3.5]nonane-7-carboxylic acid